BrC(C)C1=NC=NN1C1=CC=C(C=N1)C#N 6-[5-(1-bromoethyl)-1,2,4-triazol-1-yl]-pyridine-3-carbonitrile